N1=CC(=CC=C1)C=1C=C(C=CC1)C1=CC(=CC=C1)C1=NC(=NC(=N1)C=1C=C(C=CC1)C1=CC(=CC=C1)C=1C=NC=CC1)C=1C=C(C=CC1)C1=CC(=CC=C1)C=1C=NC=CC1 2,4,6-tris[3'-(pyridin-3-yl)biphenyl-3-yl]-1,3,5-Triazine